5-(5-Chloro-2-((1-cyclopropyl-1H-pyrazol-4-yl)amino)pyrimidin-4-yl)picolinic Acid ClC=1C(=NC(=NC1)NC=1C=NN(C1)C1CC1)C=1C=CC(=NC1)C(=O)O